1,5-Dimethyl-1H-pyrazole-3-methanol CN1N=C(C=C1C)CO